IC1=CC(=C(C=C1OC)CCN)OC 2-(4-iodo-2,5-dimethoxyphenyl)ethylamine